Methyl-4,7-Diazaspiro[2.5]octane-1-carboxylate COC(=O)C1CC12NCCNC2